BrC[C@]1([C@]([C@H](CC1)C1=CC=C(C=C1)F)(O)CN1N=CN=C1)C (1S,2R,5R)-2-(bromomethyl)-5-(4-fluorophenyl)-2-methyl-1-(1H-1,2,4-triazol-1-ylmethyl)cyclopentan-1-ol